NCCCCCC(CCCCCN)N 1,6,11-Triaminoundecan